36-methyloctatriacontyl oleate C(CCCCCCC\C=C/CCCCCCCC)(=O)OCCCCCCCCCCCCCCCCCCCCCCCCCCCCCCCCCCCC(CC)C